C(C1=CC=CC=C1)OC(NC1CCC2=CC(=C3C=C(N=CC3=C21)C2CC2)S(NCC(C)C)(=O)=O)=O.C(CCCCCCCCCCCCCCCCCCCCCCC)NC(C=C)=O N-lignoceryl-acrylamide benzyl-N-[3-cyclopropyl-5-(2-methylpropylsulfamoyl)-8,9-dihydro-7H-cyclopenta[h]isoquinolin-9-yl]carbamate